COC1(CCC(CC1)C(=O)NN)C(F)(F)F trans-4-methoxy-4-(trifluoromethyl)cyclohexanecarbohydrazide